3-(trimethylsilyl)-1-propanesulfonic acid C[Si](CCCS(=O)(=O)O)(C)C